Cl.COC(C(C(CC1=NC=CC=N1)N)C)=O 3-amino-2-methyl-4-(pyrimidin-2-yl)butanoic acid methyl ester hydrochloride